4-triethylsiloxyphenyl methacrylate C(C(=C)C)(=O)OC1=CC=C(C=C1)O[Si](CC)(CC)CC